N=C1N(SC[C@](N1)(C1=CC(=CC=C1)[N+](=O)[O-])C)C (R)-3-imino-2,5-dimethyl-5-(3-nitrophenyl)-1,2,4-thiadiazine